C(C)[C@@H]1N([C@H]1C1=CC=C(C=C1)OC)S(=O)C(C)(C)C ethyl-(2S,3S)-1-(tert-butylsulfinyl)-3-(4-methoxyphenyl)aziridine